2'-methyl-1,1'-biphenyl CC1=C(C=CC=C1)C1=CC=CC=C1